COC(=O)C=1C=CC2=C(N(C(=N2)S(=O)(=O)CC2=CC=CC=C2)C[C@H]2OCC2)C1 (S)-2-(benzylsulfonyl)-1-(oxetan-2-ylmethyl)-1H-benzo[d]imidazole-6-carboxylic acid methyl ester